ClC1=C(C(=CC=C1)Cl)C1=CC2=C(N=C(N=C2)NC=2C=C(C(=NC2)OC2=NN(C=C2)CC)CNS(=O)(=O)C)N(C1=O)C N-((5-((6-(2,6-dichlorophenyl)-8-methyl-7-oxo-7,8-dihydropyrido[2,3-d]pyrimidin-2-yl)amino)-2-((1-ethyl-1H-pyrazol-3-yl)oxy)pyridin-3-yl)methyl)methanesulfonamide